7-((5-((cyclobutyl-methyl)sulfonyl)pyridin-2-yl)amino)-4-(7-fluoroimidazo[1,2-a]pyridin-3-yl)isoindolin-1-one C1(CCC1)CS(=O)(=O)C=1C=CC(=NC1)NC=1C=CC(=C2CNC(C12)=O)C1=CN=C2N1C=CC(=C2)F